ClC=1C(=C(C=C(C1)C(F)(F)F)O)C=1N=NC(=CC1)N[C@H]1CN(CCC1)C (R)-3-chloro-2-(6-((1-methylpiperidin-3-yl)amino)pyridazin-3-yl)-5-(trifluoromethyl)phenol